3-(Piperazin-1-yl)oxetane-3-carbonitrile N1(CCNCC1)C1(COC1)C#N